ethyl 5-(2-((tert-butoxycarbonyl)amino)ethoxy)-1-cyclobutyl-1H-pyrazole-4-carboxylate C(C)(C)(C)OC(=O)NCCOC1=C(C=NN1C1CCC1)C(=O)OCC